4-[5-[(4-cyclopropyl-1H-indazol-5-yl)amino]-1-methyl-1,2,4-triazol-3-yl]-N-ethyl-3,6-dihydro-2H-pyridine-1-carboxamide C1(CC1)C1=C2C=NNC2=CC=C1NC1=NC(=NN1C)C=1CCN(CC1)C(=O)NCC